C(C)[N+]1(C(CCCC1C)C)CC 1,1-diethyl-2,6-dimethylpiperidinium